C1(CC1)C(C#C)=O 1-cyclopropylprop-2-yn-1-one